methyl 6-acetyl-1,3,3-trimethyl-2-oxo-indoline-5-carboxylate C(C)(=O)C1=C(C=C2C(C(N(C2=C1)C)=O)(C)C)C(=O)OC